Sodium (1-(1-(3,7-dimethylocta-2,6-dien-1-yl)-1H-1,2,3-triazol-4-yl)propane-2,2-diyl)bis(phosphonate) CC(=CCN1N=NC(=C1)CC(C)(P([O-])([O-])=O)P([O-])([O-])=O)CCC=C(C)C.[Na+].[Na+].[Na+].[Na+]